C(C#CCCCCCCCCCCCCCCCCC(=O)O)(=O)O eicosynedioic acid